N-{(1S)-1-[1-(5-cyano-1,3-thiazol-2-yl)-1H-1,2,4-triazol-5-yl]ethyl}-3-(difluoromethoxy)-5-(methylsulfonyl)benzamide C(#N)C1=CN=C(S1)N1N=CN=C1[C@H](C)NC(C1=CC(=CC(=C1)S(=O)(=O)C)OC(F)F)=O